ClC1=CC=C(COC2=CN=C(S2)NC(=O)C2=C(C=NC=C2)C2=C(C=CC=C2)OC)C=C1 N-(5-((4-chlorobenzyl)oxy)thiazol-2-yl)-3-(2-methoxyphenyl)pyridine-4-carboxamide